ClC=1C=C(CC=2NC(=NN2)C(=O)NC2=NC=CC(=C2)C2=C(C=CC(=C2)OCCCC(C)(C)O)Cl)C=CC1F 5-(3-chloro-4-fluorobenzyl)-N-(4-(2-chloro-5-((4-hydroxy-4-methylpentyl)oxy)phenyl)pyridin-2-yl)-4H-1,2,4-triazole-3-carboxamide